COC(=O)[C@H]1N2C(N([C@H](CC1)C2)OCC2=CC=CC=C2)=O (2s,5r)-6-benzyloxy-7-oxo-1,6-diazabicyclo[3.2.1]octane-2-carboxylic acid methyl ester